C(C=C)(=O)N1[C@H](COC2(CC2)C1)C=1C=C(C=C(C1)Cl)C=1C=C(C(=O)NC)C=CN1 (S)-2-(3-(7-acryloyl-4-oxa-7-azaspiro[2.5]octan-6-yl)-5-chlorophenyl)-N-methylisonicotinamide